(S)-6-(((R)-1-(5-chloropyridin-2-yl)-2-methylpropyl)amino)-2-((R)-2-(4-fluoro-3-methylphenyl)-2-methoxyethyl)-N-hydroxyhexanamide ClC=1C=CC(=NC1)[C@@H](C(C)C)NCCCC[C@H](C(=O)NO)C[C@@H](OC)C1=CC(=C(C=C1)F)C